C1=CC=CC=2C3=CC=CC=C3N(C12)C1=CC=C(C=C1)N1C2=CC=CC=C2C=2C=CC=CC12 N-[4-(9H-carbazol-9-yl)phenyl]carbazole